8-cyano-6-(3-methoxy-2,6-dimethyl-phenyl)-2-methyl-pyrrolo[1,2-a]pyrimidine-7-carboxylic acid C(#N)C=1C(=C(N2C1N=C(C=C2)C)C2=C(C(=CC=C2C)OC)C)C(=O)O